4-O-α-D-glucopyranosyl-D-glucose [C@H]1([C@H](O)[C@@H](O)[C@H](O)[C@H](O1)CO)O[C@@H]([C@@H]([C@H](C=O)O)O)[C@H](O)CO